1-(2,6,6-Trimethyl-2-cyclohexen-1-yl)pent-1-en-3-one CC=1C(C(CCC1)(C)C)C=CC(CC)=O